C1(CC1)C(N)C1=NC=CC=C1F cyclopropyl-1-(3-fluoropyridin-2-yl)methanamine